N1=C(C=C(C=C1C(=O)O)C(=O)O)C(=O)O pyridine-2,4,6-tri-carboxylic acid